10,11-dihydrodibenzo[b,f][1,4]thiazepine C1=CC=CC2=C1CNC1=C(S2)C=CC=C1